(R)-7-(4-aminophenyl)-8-hydroxy-3,5-dimethylisochroman-1-one NC1=CC=C(C=C1)C1=CC(=C2C[C@H](OC(C2=C1O)=O)C)C